(E)-1-(4-nitrophenoxy)-1,12-dioxo-2,5,8,13-tetraoxa-11-azaheptadec-15-en-17-yl (23-chloro-10-oxo-3,6,9,14,17-pentaoxa-11-azatricosyl)carbamate ClCCCCCCOCCOCCNC(OCCOCCOCCNC(OC/C=C/COC(NCCOCCOCCOC(=O)OC1=CC=C(C=C1)[N+](=O)[O-])=O)=O)=O